1-(tetrahydro-2H-pyran-2-yl)-1H-1,2,4-triazole O1C(CCCC1)N1N=CN=C1